tetramethyl-1,3-diacetoxydistannoxane C[Sn](O[Sn](OC(C)=O)(C)C)(OC(C)=O)C